N-(2-(1-(hydroxymethyl)cyclopropyl)ethyl)-4-(isopropylamino)-2-(thiazol-5-yl)thieno[2,3-b]pyridine-5-carboxamide OCC1(CC1)CCNC(=O)C=1C(=C2C(=NC1)SC(=C2)C2=CN=CS2)NC(C)C